N4-(2-(4-(4-(2-(benzyloxy)ethoxy)phenyl)piperazin-1-yl)ethyl)-6-chloro-N4-methylpyrimidine-2,4-diamine C(C1=CC=CC=C1)OCCOC1=CC=C(C=C1)N1CCN(CC1)CCN(C1=NC(=NC(=C1)Cl)N)C